4-(4'-methyl-2,2'-bipyridin-4-yl)butan-1-aminium ruthenium tris(perchlorat) Cl(=O)(=O)(=O)[O-].Cl(=O)(=O)(=O)[O-].Cl(=O)(=O)(=O)[O-].[Ru+2].CC1=CC(=NC=C1)C1=NC=CC(=C1)CCCC[NH3+]